OB1OCC2=C1C=C(C=C2)C(=O)N[C@H](C(=O)O)CNC(=O)C=2C=CC1=C(B(OC1)O)C2 (S)-2,3-bis(1-hydroxy-1,3-dihydrobenzo[c][1,2]oxaborole-6-carboxamido)propanoic acid